(1r,4r)-4-{4-[3-(propan-2-yl)-[1,2,4]triazolo[4,3-a]pyridin-6-yl]benzenesulfonyl}cyclohexan-1-amine hydrochloride Cl.CC(C)C1=NN=C2N1C=C(C=C2)C2=CC=C(C=C2)S(=O)(=O)C2CCC(CC2)N